[Li+].BrC=1C(=C(C(=C2C(OC(=O)C12)S(=O)(=O)[O-])Br)Br)Br tetrabromosulfophthalide lithium salt